dianisoylmethane C(C1=CC=C(C=C1)OC)(=O)CC(C1=CC=C(C=C1)OC)=O